ClC1=CC(=C(C=C1)C1(OC2=C(O1)C=CC=C2C2=CC(=C(CC1=NC3=C(N1C[C@H]1OCC1)C(=C(C=C3)C(=O)OC(C)(C)C)F)C(=C2)F)F)C)F tert-butyl 2-(4-(2-(4-chloro-2-fluorophenyl)-2-methylbenzo[d][1,3]dioxol-4-yl)-2,6-difluorobenzyl)-7-fluoro-1-(((S)-oxetan-2-yl)methyl)-1H-benzo[d]imidazole-6-carboxylate